tert-butyl ((S)-1-(3-(((S)-1-cyclopropylethyl)(methyl)carbamoyl)-5-(4-methyl-1H-benzo[d]imidazol-2-yl)pyridin-4-yl)-3-methylpyrrolidin-3-yl)carbamate C1(CC1)[C@H](C)N(C(=O)C=1C=NC=C(C1N1C[C@@](CC1)(C)NC(OC(C)(C)C)=O)C1=NC2=C(N1)C=CC=C2C)C